FC1(C(CCC1)OC1=C(C=C(C=C1)NC(=O)C=1N=C(OC1CC(F)(F)F)N1CC2(COC2)CC1)F)F N-{4-[(2,2-difluorocyclopentyl)oxy]-3-fluorophenyl}-2-{2-oxa-6-azaspiro[3.4]octan-6-yl}-5-(2,2,2-trifluoroethyl)oxazole-4-carboxamide